5-(3-((1H-1,2,4-triazol-3-yl)ethynyl)phenoxy)-1H-1,2,3-triazole-4-carboxylic acid N1N=C(N=C1)C#CC=1C=C(OC2=C(N=NN2)C(=O)O)C=CC1